(6-(4-(3H-imidazo[4,5-b]pyridin-7-yl)-1H-pyrazol-1-yl)pyridin-3-yl)-2-(3,3-difluoroazetidin-1-yl)acetonitrile N1=CNC2=NC=CC(=C21)C=2C=NN(C2)C2=CC=C(C=N2)C(C#N)N2CC(C2)(F)F